5-chloro-5-phenyl-4,5-dihydro-isoxazole-3-carboxylic acid propyl ester C(CC)OC(=O)C1=NOC(C1)(C1=CC=CC=C1)Cl